(3-(chloromethyl)phenyl)methylsulfide ClCC=1C=C(C=CC1)SC